CC(CCCCCCCCCC)=O Dodecanon